4,6-dimethoxy-1,3,5-triazine COC1=NC=NC(=N1)OC